ClC=1SC=CC1C(C(=O)O)(F)F 2-(2-chlorothien-3-yl)-2,2-difluoroacetic acid